(1R,2S)-2-(3-{[6-(ethanesulfonyl)-4-methoxypyridin-3-yl]amino}-1H-indazol-6-yl)-5'-methoxyspiro[cyclopropane-1,3'-indol]-2'(1'H)-one C(C)S(=O)(=O)C1=CC(=C(C=N1)NC1=NNC2=CC(=CC=C12)[C@@H]1C[C@@]12C(NC1=CC=C(C=C21)OC)=O)OC